(7S)-3-[(3-chloro-2-methoxyphenyl)amino]-2-(6-methoxyquinolin-4-yl)-7-methyl-5H,6H,7H-pyrazolo[1,5-a]pyrazin-4-one ClC=1C(=C(C=CC1)NC=1C(=NN2C1C(NC[C@@H]2C)=O)C2=CC=NC1=CC=C(C=C21)OC)OC